Boc-D-Pyroglutamic acid Ethyl ester C(C)OC([C@@H]1N(C(CC1)=O)C(=O)OC(C)(C)C)=O